vinyl-3-(5-carboxypentyl)benzothiazole C(=C)C1SC2=C(N1CCCCCC(=O)O)C=CC=C2